NC1=C2N=CN(C2=NC(=N1)C=1C=C2C=NNC2=CC1)C1CCC(CC1)C(=O)NC1=CC(=CC=C1)OC 4-[6-amino-2-(1H-indazol-5-yl)-9H-purin-9-yl]-N-(3-methoxyphenyl)cyclohexanecarboxamide